15,15-diethoxy-pentadecan-13-yne-1-ol C(C)OC(C#CCCCCCCCCCCCCO)OCC